CC(C)(CCCCCC)C 2,2-dimethyl-octane